1,1,2-trimethyl-6-[rac-(5S)-5-methyl-2-piperidyl]-3,4-dihydroisoquinoline CC1(N(CCC2=CC(=CC=C12)C1NC[C@H](CC1)C)C)C |r|